C1(OCC2CC=CCC12)=O 3a,4,7,7a-tetrahydroisobenzofuran-1(3H)-one